2-((2-((4-(4-((3-(2,4-dioxotetrahydropyrimidin-1(2H)-yl)benzyl)(methyl)amino)piperidin-1-yl)-2-methoxyphenyl)amino)-5-(trifluoromethyl)pyridin-4-yl)amino)-N-methylbenzamide O=C1N(CCC(N1)=O)C=1C=C(CN(C2CCN(CC2)C2=CC(=C(C=C2)NC2=NC=C(C(=C2)NC2=C(C(=O)NC)C=CC=C2)C(F)(F)F)OC)C)C=CC1